4-(3-((2-((3-ethynyl-1-(1-methylpiperidin-4-yl)-1H-pyrazol-4-yl)amino)-5-(trifluoromethyl)pyrimidin-4-yl)amino)propyl)-1,4-oxazepan-3-one C(#C)C1=NN(C=C1NC1=NC=C(C(=N1)NCCCN1C(COCCC1)=O)C(F)(F)F)C1CCN(CC1)C